ethyl (3bR,4aR)-3b,4,4a,5-tetrahydro-1H-cyclopropa[3,4]cyclopenta[1,2-c]pyrazole-3-carboxylate N1N=C(C2=C1C[C@@H]1[C@H]2C1)C(=O)OCC